(S)-4-(4-propenoyl-2-methylpiperazin-1-yl)-7-(5-amino-2,3,4-trifluorophenyl)-6-chloro-1-(2-isopropyl-4-methylpyridin-3-yl)-2-oxo-1,2-dihydro-1,8-naphthyridine-3-carbonitrile C(C=C)(=O)N1C[C@@H](N(CC1)C1=C(C(N(C2=NC(=C(C=C12)Cl)C1=C(C(=C(C(=C1)N)F)F)F)C=1C(=NC=CC1C)C(C)C)=O)C#N)C